5-(6-Isopropyl-2-(6-(2-(methylsulfonyl)ethyl)-2,6-diazaspiro[3.3]hept-2-yl)-4H-pyrrolo[3,2-d]thiazol-5-yl)-1,3,4-trimethylpyridin-2(1H)-one C(C)(C)C1=C(NC2=C1N=C(S2)N2CC1(C2)CN(C1)CCS(=O)(=O)C)C=1C(=C(C(N(C1)C)=O)C)C